4,4'-(10,20-di-4-pyridyl-21H,23H-porphine-5,15-diyl)dibenzoic acid N1=CC=C(C=C1)C=1C=2C=CC(=C(C3=CC=C(N3)C(=C3C=CC(C(=C4C=CC1N4)C4=CC=C(C(=O)O)C=C4)=N3)C3=CC=NC=C3)C3=CC=C(C(=O)O)C=C3)N2